CN1N=C(C2=CC(=CC=C12)B(O)O)C 1,3-DIMETHYL-1H-INDAZOLE-5-BORONIC ACID